C(C)(C)(C)OC(=O)N1C[C@@H](CCC1)NC=1C(N(C(=NN1)C1=C(C=C(C=C1)C#C[Si](C)(C)C)OC)C1CC1)=O (R)-3-((4-cyclopropyl-3-(2-methoxy-4-((trimethylsilyl)ethynyl)phenyl)-5-oxo-4,5-dihydro-1,2,4-triazin-6-yl)amino)piperidine-1-carboxylic acid tert-butyl ester